[Pd](Cl)Cl.C(C)(C)(C)PC1=CC=C(C=C1)N(C)C tert-butyl-(4-dimethylaminophenyl)phosphine palladium (II) dichloride